5-cyclopropyl-4-(((1-(1-(3,5-dichlorophenyl)propyl)-3-fluoroazetidin-3-yl)methoxy)methyl)-2-fluorobenzoic acid C1(CC1)C=1C(=CC(=C(C(=O)O)C1)F)COCC1(CN(C1)C(CC)C1=CC(=CC(=C1)Cl)Cl)F